O1C2=C(OCCC1)C=C(C=C2)CN2CCC(CC2)C=2C=C1CN(C(C1=CC2)=O)C2C(NC(CC2)=O)=O 3-(5-(1-((3,4-dihydro-2H-benzo[b][1,4]dioxepin-7-yl)methyl)piperidin-4-yl)-1-oxoisoindolin-2-yl)piperidine-2,6-dione